4,5-Epoxycyclohexane-1,2-dicarboxylic acid C1(C(CC2C(C1)O2)C(=O)O)C(=O)O